(7-cyano-5-(methoxymethyl)benzo[b]thiophen-2-yl)boronic acid C(#N)C1=CC(=CC2=C1SC(=C2)B(O)O)COC